N-(4-aminophenyl)benzene-1,4-diamine NC1=CC=C(C=C1)NC1=CC=C(C=C1)N